tert-butyl ((R)-2-(1-(3-((2-((3S,4R)-3-fluoro-4-methoxypiperidin-1-yl)pyrimidin-4-yl)amino)-5-isopropylisoquinolin-8-yl)azetidin-3-yl)-2-(methylsulfonyl)ethyl)carbamate F[C@H]1CN(CC[C@H]1OC)C1=NC=CC(=N1)NC=1N=CC2=C(C=CC(=C2C1)C(C)C)N1CC(C1)[C@H](CNC(OC(C)(C)C)=O)S(=O)(=O)C